C[C@@H]1COCCN1C1=CC(=NC=2N1N=CC2C2=NN(C=C2)C2OCCCC2)N2CC1CCC(C2)O1 3-(7-((R)-3-methylmorpholino)-3-(1-(tetrahydro-2H-pyran-2-yl)-1H-pyrazole-3-yl)pyrazolo[1,5-a]pyrimidin-5-yl)-8-oxa-3-azabicyclo[3.2.1]octane